BrC=1C=C(C=C(C1)Br)OC 3,5-dibromo-methoxybenzene